2-(1,3-dimethylpyrazolo[3,4-c]pyridin-5-yl)cyclohexanone CN1N=C(C=2C1=CN=C(C2)C2C(CCCC2)=O)C